C(#N)C1=CC=C(C=C1)C1C2=C(N(C(N1C(=O)NCCO)=O)C1=CC(=CC=C1)C(F)(F)F)CCNC2=O 4-(4-Cyanophenyl)-N-(2-hydroxyethyl)-2,5-dioxo-1-[3-(trifluoromethyl)phenyl]-1H,2H,3H,4H,5H,6H,7H,8H-pyrido[4,3-d]pyrimidine-3-carboxamide